N1=C(N=CC=C1)C1=NC2=C(N1)C=CC=C2 2-(pyrimidine-2-yl)-1H-benzo[D]imidazole